CC1(CN(C1)CC(=O)NC=1C=C(C(=NC1)C)NC(=O)C=1C=NN2C1SC(=C2)C=2C=NN(C2)CC(C)O)C N-(5-(2-(3,3-dimethylazetidin-1-yl)acetamido)-2-methylpyridin-3-yl)-2-(1-(2-hydroxypropyl)-1H-pyrazol-4-yl)pyrazolo[5,1-b]thiazole-7-carboxamide